NC=1C2=C(N=CN1)N(C(=C2C2=C(C=CC=1OCOC12)Cl)C#CC1CN(C1)C1CCN(CC1)C(C=C)=O)C 1-[4-(3-[2-[4-amino-5-(5-chloro-2H-1,3-benzodioxol-4-yl)-7-methyl-7H-pyrrolo[2,3-d]pyrimidin-6-yl]ethynyl]azetidin-1-yl)piperidin-1-yl]prop-2-en-1-one